mono-octyl caprate O(C(=O)CCCCCCCCC)CCCCCCCC